2-[2-(4-pyrimidin-2-ylpyridazin-1-ium-1-yl)ethylsulfonylamino]-acetic acid 2,2,2-trifluoroacetate FC(C(=O)[O-])(F)F.N1=C(N=CC=C1)C1=CN=[N+](C=C1)CCS(=O)(=O)NCC(=O)O